(R)-5-bromo-2-methylindoline BrC=1C=C2C[C@H](NC2=CC1)C